FC1=C(C2=C(N(C=N2)C(=O)[O-])C=C1F)CCC(F)(F)F 5,6-difluoro-4-(3,3,3-trifluoropropyl)-1H-benzo[d]imidazole-1-carboxylate